[N+](=O)([O-])C1=CC=C(C=C1)N(C(O)=O)C1=CC=C(C=C1)C(=C)C.[N+](=O)([O-])C1=C(C=C(C=C1)NC(C=C)=O)C(F)(F)F N-(4-nitro-3-(trifluoromethyl)phenyl)acrylamide 4-nitrophenyl-[4-(prop-1-en-2-yl)phenyl]carbamate